7-((1-(2-(Trifluoromethyl)pyridin-4-yl)-1H-pyrazolo[3,4-b]pyridin-5-yl)methyl)-2-oxa-7-azaspiro[3.5]nonane FC(C1=NC=CC(=C1)N1N=CC=2C1=NC=C(C2)CN2CCC1(COC1)CC2)(F)F